NC1=C(C=C(C=N1)C1=CC=C(C(=O)NCCCN2CCOCC2)C=C1)OC(C)C1=C(C(=CC=C1)F)C(F)(F)F 4-{6-amino-5-[1-(3-fluoro-2-trifluoromethyl-phenyl)-ethoxy]-pyridin-3-yl}-N-(3-morpholin-4-yl-propyl)-benzamide